C(#N)/C(/C(=O)NCCCCC1=CC=CC=C1)=C\C1=CC(=C(C=C1)O)O (E)-2-cyano-3-(3,4-dihydroxyphenyl)-N-(4-phenylbutyl)acrylamide